C(C)(=O)OCCC=CCCCC=CCC=CCC 3,8,11-tetradecatrienyl acetate